COC(CCCCCCCN)=O.NC1=C(C(=O)NC23CCC(CC2)(CC3)O)C=C(C=N1)C1=CC3=CN(N=C3C=C1)CCN1CCOCC1 2-amino-N-(4-hydroxy-bicyclo[2.2.2]oct-1-yl)-5-(2-(2-morpholinoethyl)-2H-indazol-5-yl)nicotinamide Methyl-8-aminooctanoate